methyl (9Z)-19-{[4-(dimethylamino)butanoyl]oxy}octacos-9-enoate CN(CCCC(=O)OC(CCCCCCCC\C=C/CCCCCCCC(=O)OC)CCCCCCCCC)C